4-tertiary butyl-2-(p-chlorophenyl)phenol C(C)(C)(C)C1=CC(=C(C=C1)O)C1=CC=C(C=C1)Cl